[Cl-].C[NH+]1CC(CC1)CCC 1-Methyl-3-propylpyrrolidinium chlorid